O1N[C@@H](CC1)C=1N=C(SC1)C#N 4-[(3S)-isoxazolidin-3-yl]thiazole-2-carbonitrile